9-cyclobutyl-N-((1R,2S)-2-(3,4-difluorophenyl)cyclopropyl)-2-(propylthio)-9H-purin-6-amine C1(CCC1)N1C2=NC(=NC(=C2N=C1)N[C@H]1[C@@H](C1)C1=CC(=C(C=C1)F)F)SCCC